C(C)(=O)OC1=CC2=C(N=CS2)C=C1 Benzothiazol-6-yl acetate